2-chloro-5-(((E)-2-((E)-3-cyclohexyl-1-nitroallylidene)imidazolidin-1-yl)methyl)thiazole ClC=1SC(=CN1)CN1/C(/NCC1)=C(\C=C\C1CCCCC1)/[N+](=O)[O-]